5-chloro-N-(2-(2,6-dioxopiperidin-3-yl)-1-oxoisoindolin-5-yl)indoline-1-carboxamide ClC=1C=C2CCN(C2=CC1)C(=O)NC=1C=C2CN(C(C2=CC1)=O)C1C(NC(CC1)=O)=O